Methyl 2-(((3-butyl-3-methyl-7-(methylthio)-1,1-dioxido-5-phenyl-2,3,4,5-tetrahydro-1,5-benzothiazepin-8-yl)methyl)thio)-2-methylpropanoate C(CCC)C1(CS(C2=C(N(C1)C1=CC=CC=C1)C=C(C(=C2)CSC(C(=O)OC)(C)C)SC)(=O)=O)C